Tert-butyl 2-(2-{[(tert-butoxy) carbonyl] amino} ethyl)-1H-1,3-benzodiazole-1-carboxylate C(C)(C)(C)OC(=O)NCCC1=NC2=C(N1C(=O)OC(C)(C)C)C=CC=C2